(4-(pyrrolidin-1-yl)butyl)-1,3-dioxolane-4,5-dicarboxylate N1(CCCC1)CCCCOC(=O)C1OCOC1C(=O)[O-]